(1-((3-bromo-5-chloropyridin-2-yl)amino)cyclopropyl)methanol BrC=1C(=NC=C(C1)Cl)NC1(CC1)CO